C=1N=CN2C1C=NC(=C2)S(=O)(=O)N imidazo[1,5-a]pyrazine-6-sulfonamide